N-[(3R,5R)-5-fluoro-1-methylpiperidin-3-yl]-2-[2-(methoxymethoxy)-4,6-dimethylphenyl]-2H-pyrazolo[3,4-d][1,3]thiazol-5-amine F[C@@H]1C[C@H](CN(C1)C)NC=1SC=2C(N1)=NN(C2)C2=C(C=C(C=C2C)C)OCOC